BrCCNC1=CC=2N(C=C1F)C=NN2 N-(2-bromoethyl)-6-fluoro-[1,2,4]triazolo[4,3-a]pyridin-7-amine